NCCC[Si](O)(O)O Aminopropyl-trihydroxysilane